C(#N)C=1C(OC(C1C1=CC=C(C=C1)N(CCO)CC)(C)C)=C(C#N)C#N 2-(3-cyano-4-(4-(ethyl(2-hydroxyethyl)amino)phenyl)-5,5-dimethylfuran-2(5H)-ylidene)malononitrile